3-((T-Butoxycarbonyl)amino)-4-(methyl-d3)benzoic acid C(C)(C)(C)OC(=O)NC=1C=C(C(=O)O)C=CC1C([2H])([2H])[2H]